(3S)-7-hydroxy-N-{(1S)-2-methyl-1-[(4-methylpiperidin-1-yl)methyl]Propyl}-1,2,3,4-tetrahydroisoquinoline-3-carboxamide OC1=CC=C2C[C@H](NCC2=C1)C(=O)N[C@@H](C(C)C)CN1CCC(CC1)C